O1COC2=C1C=CC(=C2)C[C@@H](C)NC(OCC=2OC(OC2C)=O)=O (5-methyl-2-oxo-1,3-dioxol-4-yl)methyl (R)-(1-(benzo[d][1,3]dioxol-5-yl)propan-2-yl)carbamate